C1(CCCC1)C1=NC2=NC=NC(=C2N1)C(=O)NCC1=CC(=CC(=C1)C1=CSC=C1)F 8-Cyclopentyl-N-(3-fluoro-5-(thiophen-3-yl)benzyl)-7H-purine-6-carboxamide